NC=1C(=C(C(=CC1)F)NC=1C(=C2C(N(C=NC2=CC1)C)=O)F)Cl 6-((3-amino-2-chloro-6-fluorophenyl)amino)-5-fluoro-3-methyl-quinazolin-4(3H)-one